(2R)-N-(3-{5-bromo-2-[(3-methoxy-1-methyl-1H-pyrazol-4-yl)amino]pyrimidin-4-yl}-1H-indol-7-yl)-2-(4-methylpiperazin-1-yl)propanamide BrC=1C(=NC(=NC1)NC=1C(=NN(C1)C)OC)C1=CNC2=C(C=CC=C12)NC([C@@H](C)N1CCN(CC1)C)=O